6'-(((1S,3S)-3-((5-Methylpyrazin-2-yl)amino)cyclopentyl)amino)-5-((methylsulfonyl)methyl)-2H-[1,3'-bipyridin]-2-one CC=1N=CC(=NC1)N[C@@H]1C[C@H](CC1)NC1=CC=C(C=N1)N1C(C=CC(=C1)CS(=O)(=O)C)=O